S1C(=CC=C1)CCOC1=C2C(=NC(=C1)C1=CNC3=CN=C(C=C31)NC(C)=O)C3(OCC2)COCC3 N-(3-(4'-(2-(thiophen-2-yl)ethoxy)-4,5,5',6'-tetrahydro-2H-spiro[furan-3,8'-pyrano[3,4-b]pyridin]-2'-yl)-1H-pyrrolo[2,3-c]pyridin-5-yl)acetamide